C(#C)C=1C(=CC=C2C=CC=C(C12)C1=C(C=2N=C(N=C(C2C=N1)N(C1C(NCC1)C)C)OC[C@]12CCCN2C[C@@H](C1)F)F)F 7-(8-ethynyl-7-fluoronaphthalen-1-yl)-8-fluoro-2-(((2R,7aS)-2-fluorotetrahydro-1H-pyrrolizin-7a(5H)-yl)methoxy)-N-methyl-N-(2-methylpyrrolidin-3-yl)pyrido[4,3-d]pyrimidin-4-amine